ClC=1C=C(C=CC1C)N1CC(C=2C1=NC=C(N2)C(=O)N2C(CN(CC2)C2=NC(=C(C(=O)OC)C(=C2)C)C)(C)C)(C)C methyl 6-(4-(5-(3-chloro-4-methylphenyl)-7,7-dimethyl-6,7-dihydro-5H-pyrrolo[2,3-b]pyrazine-2-carbonyl)-3,3-dimethylpiperazin-1-yl)-2,4-dimethylnicotinate